FC1=CC=C(C=C1)N(C1CCC(CC1)N(C1=C(C(N(C=2C=CC(=NC12)C#N)C)=O)C#N)C)CC1CCOCC1 8-((4-((4-fluorophenyl)((tetrahydro-2H-pyran-4-yl)methyl)amino)cyclohexyl)(methyl)amino)-5-methyl-6-oxo-5,6-dihydro-1,5-naphthyridine-2,7-dicarbonitrile